5-cyano-N-[4-[(6,7-dimethoxy-1,5-naphthyridin-4-yl)oxy]-3-fluorophenyl]-1-(5-fluoropyridin-2-yl)-6-methyl-2-oxopyridine-3-carboxamide C(#N)C=1C=C(C(N(C1C)C1=NC=C(C=C1)F)=O)C(=O)NC1=CC(=C(C=C1)OC1=CC=NC2=CC(=C(N=C12)OC)OC)F